monobenzylbiphenol C(C1=CC=CC=C1)C1=C(C(=CC=C1)O)C=1C(=CC=CC1)O